{1,1-difluoro-2-[(2R,3S,4S,5S,6R)-6-(4-{[(hex-5-yn-1-yl)carbamothioyl]amino}phenoxy)-3,4,5-trihydroxyoxan-2-yl]ethyl}phosphonic acid FC(C[C@H]1O[C@@H]([C@H]([C@H]([C@@H]1O)O)O)OC1=CC=C(C=C1)NC(NCCCCC#C)=S)(F)P(O)(O)=O